2-(cyclopropylamino)-4-((1s,4s)-4-(ethylcarbamoyl)cyclohexylamino)pyrimidine-5-carboxamide C1(CC1)NC1=NC=C(C(=N1)NC1CCC(CC1)C(NCC)=O)C(=O)N